ClC=1C=C(C=CC1F)NC(N(C=1C=NC(=CC1)OC)CC1=NNC=2CCC(CC12)C(=O)O)=O 3-((3-(3-Chloro-4-fluorophenyl)-1-(6-methoxypyridin-3-yl)ureido)methyl)-4,5,6,7-tetrahydro-1H-indazole-5-carboxylic acid